C(C1=CC=CC=C1)OC1=C(C(=CC(=C1)OCC1=CC=CC=C1)F)C1(COC1)N 3-[2,4-bis(benzyloxy)-6-fluorophenyl]oxetan-3-amine